COC(=O)C=1C(=C(C2=C(C(CO2)C)C1)Br)F 7-bromo-6-fluoro-3-methyl-2,3-dihydrobenzofuran-5-carboxylic acid methyl ester